6-[6-(2-propoxyethoxy)pyridin-3-yl]pyrimidin-4(3H)-one C(CC)OCCOC1=CC=C(C=N1)C1=CC(NC=N1)=O